2-(pyridin-3-yl)-1H-pyrrolo[1,2-c]imidazol-3(2H)-one hydrochloride Cl.N1=CC(=CC=C1)N1C(N2C(C1)=CC=C2)=O